COC1=CC=C(C[C@H]2NCCC=3CCCCC23)C=C1 (R)-1-(4-methoxybenzyl)-1,2,3,4,5,6,7,8-octahydroisoquinoline